5-(2-(1-cyclopropyl-1H-pyrazol-4-yl)tetrahydro-2H-pyran-4-yl)-7-(2,4-difluorophenyl)-2,3-dimethylpyrido[2,3-d]pyrimidin-4(3H)-one C1(CC1)N1N=CC(=C1)C1OCCC(C1)C1=CC(=NC=2N=C(N(C(C21)=O)C)C)C2=C(C=C(C=C2)F)F